C[C@@]12CCC[C@H]1[C@@H]1CCC3=CCCCC3=C1C=C2 estra-4,9,11-triene